C(C)(C)(C)C1=CN=C(O1)CSC1=CN=C(S1)NC(=O)C1=CC=C(C=C1)NC(OC(C)(C)C)=O tert-butyl (4-((5-(((5-(tert-butyl)oxazol-2-yl)methyl)thio)thiazol-2-yl)carbamoyl)phenyl)carbamate